C(CCCCCCC)OS(=O)(=O)CCC[NH+](C)C Octyl-N,N-dimethyl-3-ammonio-1-propanesulfonate